N-[3-[[(2S)-2-amino-3-carbamimidamidopropanoyl]amino]propyl]-4-[[3-(2,3-difluoro-4-methoxyphenyl)imidazo[1,2-a]pyrazin-8-yl]amino]-2-ethylbenzamide N[C@H](C(=O)NCCCNC(C1=C(C=C(C=C1)NC=1C=2N(C=CN1)C(=CN2)C2=C(C(=C(C=C2)OC)F)F)CC)=O)CNC(=N)N